ClC=1C(=NC(=NC1)NC1CCOCC1)C1=CC=C2CN(C(C2=C1)=O)CC(=O)N[C@@H](C1=CC=CC=C1)C1(CC1)O 2-(6-{5-chloro-2-[(oxan-4-yl)amino]pyrimidin-4-yl}-1-oxo-2,3-dihydro-1H-isoindol-2-yl)-N-[(S)-(1-hydroxycyclopropyl)(phenyl)methyl]acetamide